3'-methoxy-6-(3-(4-(hydroxymethyl)phenoxy)azetidin-1-yl)-[1,1'-biphenyl]-2-formic acid COC=1C=C(C=CC1)C=1C(=CC=CC1N1CC(C1)OC1=CC=C(C=C1)CO)C(=O)O